BrC1=C(C=CC(=C1)F)C1=C(N=C(O1)C)CC=1C(=NN(C1)CC)Cl 5-(2-bromo-4-fluorophenyl)-4-[(3-chloro-1-ethyl-1H-pyrazol-4-yl)methyl]-2-methyl-1,3-oxazole